CC=1C=C(C=CC1)N1N=NC(=C1)C1=CC=C(C=C1)OC 1-m-methylphenyl-4-p-methoxyphenyl-1,2,3-triazole